BrC=1C(=C(C=CC1)NC1=NC=NC2=CC3=C(C=C12)O[C@H](CO3)CN3CCN(CC3)C)F (S)-N-(3-bromo-2-fluorophenyl)-7-((4-methylpiperazin-1-yl)methyl)-7,8-dihydro-[1,4]dioxino[2,3-g]quinazolin-4-amine